C(C1=CC=CC=C1)N1N=C(C=C1)C=1C=C(C=CC1)C=1C=NC=C(C#N)C1 5-(3-(1-benzyl-1H-pyrazol-3-yl)phenyl)nicotinonitrile